BrC=1C=C2C(=NN(C2=CC1)[C@H](C)CC)CO (R)-(5-bromo-1-(sec-butyl)-1H-indazol-3-yl)methanol